Isopropyl-3-{3-[1-(4-amino-3-methyl-1H-pyrazolo[3,4-d]pyrimidin-1-yl)ethyl]-5-chloro-6-cyano-2-ethoxyphenyl}azetidine C(C)(C)N1CC(C1)C1=C(C(=CC(=C1C#N)Cl)C(C)N1N=C(C=2C1=NC=NC2N)C)OCC